8-bromo-N-{8-fluoro-2-methylimidazo[1,2-a]pyridin-6-yl}-2-methylquinoxaline-5-carboxamide BrC1=CC=C(C=2N=CC(=NC12)C)C(=O)NC=1C=C(C=2N(C1)C=C(N2)C)F